C(=O)(O)C1=C(OC=C1)B(O)O 3-CARBOXYFURAN-2-BORONIC ACID